2,8,9-trimethyl-7-(3-(p-tolyl)-7,8-dihydro-1,6-naphthyridin-6(5H)-yl)-4H-pyrimido[1,2-b]pyridazin-4-one CC=1N=C2N(N=C(C(=C2C)C)N2CC=3C=C(C=NC3CC2)C2=CC=C(C=C2)C)C(C1)=O